1-(4-(1H-benzo[d]imidazol-1-yl)phenyl)ethan-1-amine N1(C=NC2=C1C=CC=C2)C2=CC=C(C=C2)C(C)N